CN1C(=CC=2C1=NC=C(C2)C=C)C(=O)O 1-methyl-5-vinyl-1H-pyrrolo[2,3-b]pyridine-2-carboxylic acid